(1S,3S)-Ethyl 3-(4-(1-methyl-5-(((methyl(2-methylpentan-2-yl)carbamoyl)oxy)methyl)-1H-1,2,3-triazol-4-yl)phenoxy)cyclohexanecarboxylate CN1N=NC(=C1COC(N(C(C)(CCC)C)C)=O)C1=CC=C(O[C@@H]2C[C@H](CCC2)C(=O)OCC)C=C1